ClC1=C(C=C(C(=C1)F)OC)C1=CC=2N(C(N(C(C2S1)=O)C=1C2=C(C=NC1)N=C(N2C)C)=O)CCC#N 3-(6-(2-chloro-4-fluoro-5-methoxyphenyl)-3-(1,2-dimethyl-1H-imidazo[4,5-c]pyridin-7-yl)-2,4-dioxo-3,4-dihydrothieno[3,2-d]pyrimidin-1(2H)-yl)propionitrile